rac-1-chloro-2,5-bis(4-methylphenyl)phospholane ClP1C(CCC1C1=CC=C(C=C1)C)C1=CC=C(C=C1)C